1-benzyl-3-methyl-1,2,3-triazole trifluoromethanesulfonate FC(S(=O)(=O)O)(F)F.C(C1=CC=CC=C1)N1NN(C=C1)C